N[C@H]1CN(C[C@@H](C1)F)C(=O)C1=CC2=C(N(C(=N2)C2=CC=3C(=NC(=CC3)C=3C=C4C(=CC(=NC4=CC3)C)O)N2CC2CC2)C)C(=C1)OC 6-(2-{5-[(3R,5R)-3-amino-5-fluoropiperidine-1-carbonyl]-7-methoxy-1-methyl-1H-1,3-benzodiazol-2-yl}-1-(cyclopropylmethyl)-1H-pyrrolo[2,3-b]pyridin-6-yl)-2-methylquinolin-4-ol